3-(hydroxymethyl)-[1,3'-biazetidine] OCC1CN(C1)C1CNC1